(2S,3S,4R,5R)-5-(6-(benzylamino)-2-(pyrimidin-5-yl)-9H-purin-9-yl)-3,4-dihydroxy-N-methyl-tetrahydrofuran-2-carboxamide C(C1=CC=CC=C1)NC1=C2N=CN(C2=NC(=N1)C=1C=NC=NC1)[C@H]1[C@@H]([C@@H]([C@H](O1)C(=O)NC)O)O